2-[3-amino-2-hydrazin-ylideneimidazolidin-1-yl]propanoic acid NN1C(N(CC1)C(C(=O)O)C)=NN